tris(5-methylhexane-2,4-dione) iron [Fe].CC(C(CC(C)=O)=O)C.CC(C(CC(C)=O)=O)C.CC(C(CC(C)=O)=O)C